C1(CCCCC1)CNC1=NC(=NC(=C1)C)C1=C(C=C(C=C1C(C)C)C(C)C)C(C)C N-(cyclohexylmethyl)-6-methyl-2-(2,4,6-triisopropylphenyl)pyrimidin-4-amine